N[C@@H](C(=O)O)CSN=C(NCCC(=O)O)N (2S)-2-amino-3-{[{amino[(2-carboxyethyl)amino]methylidene}amino]sulfanyl}propanoic acid